ClC=1C=CC(=C(CN(CCNC(OC(C)(C)C)=O)C2=C(C=CC=C2)Cl)C1)C#N tert-butyl (2-((5-chloro-2-cyanobenzyl)(2-chlorophenyl) amino)ethyl)carbamate